NC1=NC=NN2C1=C(C=C2C=2C=C(C(=NC2)OC)C(=O)N[C@@H]2CN(C[C@@H]2F)S(=O)(=O)CC2=CC(=CC=C2)[N+](=O)[O-])C(F)(F)F 5-[4-amino-5-(trifluoromethyl)pyrrolo[2,1-f][1,2,4]triazin-7-yl]-N-[(3R,4S)-4-fluoro-1-[(3-nitrophenyl)methanesulfonyl]pyrrolidin-3-yl]-2-methoxypyridine-3-carboxamide